2-methyl-5-[(5s,8s)-8-{[2-(5-chloro-1H-indol-3-yl)ethyl]amino}-2-azaspiro[4.5]decane-2-carbonyl]phenol CC1=C(C=C(C=C1)C(=O)N1CC2(CC1)CCC(CC2)NCCC2=CNC1=CC=C(C=C21)Cl)O